FC=1C=C(C=CC1F)N1[C@@H](CCCC1=O)C1=NC2=C(N1[C@@H]1CC[C@H](CC1)OC)C=CC(=C2)NC(C)=O N-(2-((S)-1-(3,4-difluorophenyl)-6-oxopiperidine-2-yl)-1-((trans)-4-methoxycyclohexyl)-1H-benzo[d]imidazole-5-yl)acetamide